calcium-sodium ferric sulfate S(=O)(=O)([O-])[O-].[Fe+3].[Na+].[Ca+2].S(=O)(=O)([O-])[O-].S(=O)(=O)([O-])[O-]